(S)-N-(2,4-dimethoxybenzyl)-4-(3-(dimethylamino)-3-(3-(trifluoromethyl)phenethyl)piperidin-1-yl)-2,6-dimethyl-N-(pyrimidin-4-yl)benzenesulfonamide COC1=C(CN(S(=O)(=O)C2=C(C=C(C=C2C)N2C[C@@](CCC2)(CCC2=CC(=CC=C2)C(F)(F)F)N(C)C)C)C2=NC=NC=C2)C=CC(=C1)OC